2-(2-Fluorophenyl)-7-methyl-N-[(3S)-2-oxo-5-phenyl-1,3-dihydro-1,4-benzodiazepin-3-yl]pyrazolo[1,5-a]pyrimidine-3-carboxamide FC1=C(C=CC=C1)C1=NN2C(N=CC=C2C)=C1C(=O)N[C@@H]1C(NC2=C(C(=N1)C1=CC=CC=C1)C=CC=C2)=O